C(C)(C)(C)OC(=O)N1C=C(C=2C1=NC=C(C2)Br)C2(CC2)C#N 5-Bromo-3-(1-cyanocyclopropyl)-1H-pyrrolo[2,3-b]pyridine-1-carboxylic acid tert-butyl ester